1-(1-(6-methoxy-3-(1-methyl-1H-pyrazol-4-yl)-5-nitropyridin-2-yl)piperidin-4-yl)-4-methylpiperazine COC1=C(C=C(C(=N1)N1CCC(CC1)N1CCN(CC1)C)C=1C=NN(C1)C)[N+](=O)[O-]